ethyl 2-(2-nitrophenyl)-1-tosyl-2,5-dihydro-1H-pyrrole-3-carboxylate [N+](=O)([O-])C1=C(C=CC=C1)C1N(CC=C1C(=O)OCC)S(=O)(=O)C1=CC=C(C)C=C1